BrC1=CC(=C2NC(C=3N(C2=C1C)C(=NN3)C)(C)C)Cl 8-bromo-6-chloro-1,4,4,9-tetramethyl-4,5-dihydro-[1,2,4]triazolo[4,3-a]quinoxaline